ClC=1C=C(C=CC1C(=O)N1CCN(CC1)C(=O)C1CCNCC1)NC(=O)C=1N(C(=CN1)C=1C(=NN(C1)C=1N=NC(=CC1)N(C)C)C(F)(F)F)C N-[3-chloro-4-[4-(piperidine-4-carbonyl)piperazine-1-carbonyl]phenyl]-5-[1-[6-(dimethylamino)pyridazin-3-yl]-3-(trifluoromethyl)pyrazol-4-yl]-1-methyl-imidazole-2-carboxamide